Cl.C(C)OC(C(CN)(C)C1=C(C=CC(=C1)C1=C2N=CN(C2=NC=N1)C(C)C)F)=O 3-amino-2-(2-fluoro-5-(9-isopropyl-9H-purin-6-yl)phenyl)-2-methylpropanoic acid ethyl ester hydrochloride